3-[(4S)-7-fluoro-6-(3-fluoro-2-pyridinyl)-4-methyl-8-(trifluoromethyl)-4H-[1,2,4]triazolo[1,5-a][1,4]benzodiazepine-2-Yl]oxazolidin-2-one FC1=C(C=CC2=C1C(=N[C@H](C=1N2N=C(N1)N1C(OCC1)=O)C)C1=NC=CC=C1F)C(F)(F)F